[N+](=O)([O-])C=1C(=NNC1)O[C@@H](C(F)(F)F)C |r| racemic-4-nitro-3-[2,2,2-trifluoro-1-methyl-ethoxy]-1H-pyrazole